heptatriacontyl myristoleate C(CCCCCCC\C=C/CCCC)(=O)OCCCCCCCCCCCCCCCCCCCCCCCCCCCCCCCCCCCCC